6-Benzylthio-8-fluoroimidazo[1,2-a]pyridine-3-carboxylic acid ethyl ester C(C)OC(=O)C1=CN=C2N1C=C(C=C2F)SCC2=CC=CC=C2